N1C=CC2=CC=CC(=C12)C(=O)NO 1H-indole-7-hydroxamic acid